N=1C=NN2C1C=C(C=C2)OC2=C(C=C(C=C2)NC2=NC=NN1C2=C(C=C1)C1CN(C1)C(\C=C\CN1CC(CC1)OC)=O)C (E)-1-(3-(4-((4-([1,2,4]triazolo[1,5-a]pyridin-7-yloxy)-3-methylphenyl)amino)pyrrolo[2,1-f][1,2,4]triazin-5-yl)azetidin-1-yl)-4-(3-methoxypyrrolidin-1-yl)but-2-en-1-one